tert-butyl (5-((3-((5-((2-(2,2-dimethylpyrrolidin-1-yl)ethyl)carbamoyl)-2-methylpyridin-3-yl)amino)-1-methyl-1H-pyrazolo[3,4-d]pyrimidin-6-yl)amino)pyridin-2-yl)carbamate CC1(N(CCC1)CCNC(=O)C=1C=C(C(=NC1)C)NC1=NN(C2=NC(=NC=C21)NC=2C=CC(=NC2)NC(OC(C)(C)C)=O)C)C